2-fluoro-3-[N-cyclopropylmethyl-4-(methylsulfonyl)benzamido]-N-[2-trifluoromethyl-4-(perfluoropropan-2-yl)phenyl]benzamide FC1=C(C(=O)NC2=C(C=C(C=C2)C(C(F)(F)F)(C(F)(F)F)F)C(F)(F)F)C=CC=C1N(C(C1=CC=C(C=C1)S(=O)(=O)C)=O)CC1CC1